2,2-dimethyl-4-oxo-3,8,11,14,17,20-hexaoxa-5-azadocosan-22-yl 4-methylbenzenesulfonate CC1=CC=C(C=C1)S(=O)(=O)OCCOCCOCCOCCOCCOCCNC(OC(C)(C)C)=O